(Z)-N-(4-(1H-tetrazol-5-yl)phenyl)-4-(5-([1,1'-biphenyl]-4-ylmethylene)-2,4-dioxothiazolidin-3-yl)butanamide N1N=NN=C1C1=CC=C(C=C1)NC(CCCN1C(S\C(\C1=O)=C/C1=CC=C(C=C1)C1=CC=CC=C1)=O)=O